ClC1=CC=C(C(=N1)C1=NN(C=N1)C)NC(C)C=1C=C(C=C2C(N3CCC(N4N=CC(C12)=C43)CN(C)C)=O)C 10-(1-((6-chloro-2-(1-methyl-1H-1,2,4-triazol-3-yl)pyridin-3-yl)amino)ethyl)-3-((dimethylamino)methyl)-8-methyl-4,5-dihydro-3H,6H-2,2a,5a-triazaaceanthrylen-6-one